CC(CCOC1=CC=C(C=C1)C=1NC(C(=C(N1)C)C(=O)OCC)=O)(C)C ethyl 2-(4-(3,3-dimethylbutoxy) phenyl)-4-methyl-6-oxo-1,6-dihydropyrimidine-5-carboxylate